CCCCCCCCCCCCCCCC(=O)OP(=O)(O)OC[C@@H]1[C@H]([C@H]([C@@H](O1)N2C=NC3=C(N=CN=C32)N)O)O The molecule is a fatty acyl-AMP that results from the formal condensation of the phosphoryl group of AMP with the carboxyl group of hexadecanoic (palmitic) acid. It derives from a hexadecanoic acid. It is a conjugate acid of a hexadecanoyl-AMP(1-).